C1(OC(C2CCCCC12)=O)=O hexahydroisobenzofuran-1,3-dione